3H-pyrazolone N1=NC(C=C1)=O